NC(C)C1(CCN(CC1)C=1N=C(C(=NC1CO)SC1=C(C(=NC=C1)N1C(CCC1)CO)Cl)F)C (1-(4-(5-(4-(1-aminoethyl)-4-methylpiperidin-1-yl)-3-fluoro-6-(hydroxymethyl)pyrazin-2-ylsulfanyl)-3-chloropyridin-2-yl)pyrrolidin-2-yl)methanol